C1(CCCC1)NC=1C=C(C=C2CCC(NC12)=O)C(=O)OCC ethyl 8-(cyclopentylamino)-2-oxo-1,2,3,4-tetrahydroquinoline-6-carboxylate